(1R)-1-cyclobutylethanamine hydrochloride Cl.C1(CCC1)[C@@H](C)N